4-((5-chloro-4-(1-isopropyl-1H-pyrazol-4-yl)pyrimidin-2-yl)amino)-N-(2,3-dihydro-1H-inden-4-yl)-3-methoxybenzamide ClC=1C(=NC(=NC1)NC1=C(C=C(C(=O)NC2=C3CCCC3=CC=C2)C=C1)OC)C=1C=NN(C1)C(C)C